2,2,2-trichloroethyl N-[5-tert-butyl-2-[3-(morpholinomethyl)phenyl]pyrazol-3-yl]carbamate C(C)(C)(C)C=1C=C(N(N1)C1=CC(=CC=C1)CN1CCOCC1)NC(OCC(Cl)(Cl)Cl)=O